tert-butyl 6-{3-[(1,3-benzothiazol-2-yl)amino]-4-methyl-5H,6H,7H-pyrrolo[2,3-c]pyridazin-7-yl}pyridine-2-carboxylate S1C(=NC2=C1C=CC=C2)NC2=C(C1=C(N=N2)N(CC1)C1=CC=CC(=N1)C(=O)OC(C)(C)C)C